methyl 4-bromo-6-fluoro-2H-spiro[1-benzofuran-3,2'-[1,3]dioxolane]-7-carboxylate BrC1=CC(=C(C2=C1C1(OCCO1)CO2)C(=O)OC)F